(4-fluoro-3-methoxyphenyl)-6-methyl-4-[(1-methylcyclopropyl)amino]furo[2,3-d]pyrimidine-5-carboxamide FC1=C(C=C(C=C1)C=1N=C(C2=C(N1)OC(=C2C(=O)N)C)NC2(CC2)C)OC